2-methyl-2-[2-(methylsulfanyl)[1,3]thiazolo[4,5-b]pyridin-6-yl]propanamide CC(C(=O)N)(C)C=1C=C2C(=NC1)N=C(S2)SC